OC=1C=CC2=C(OCC3=C2C=C(C(=C3)O)O)C1 3,8,9-trihydroxy-6h-dibenzo[b,d]pyran